BrC=1C=C(C=CC1)C1=NC(=NC(=N1)C1=CC=CC=C1)C1=CC=CC=C1 (3-bromophenyl)-4,6-diphenyl-1,3,5-triazine